tert-Butyl 2-(7-(acetoxymethyl)-3-acetyl-5-(2-methylpyrimidin-5-yl)-1H-indazol-1-yl)acetate C(C)(=O)OCC=1C=C(C=C2C(=NN(C12)CC(=O)OC(C)(C)C)C(C)=O)C=1C=NC(=NC1)C